(2R,3R,4S,5S)-2-(4-methylpyrrolo[2,3-d]pyrimidin-7-yl)-5-[(1R)-7-chloro-1,3,4,5-tetrahydro-2-benzoxepin-1-yl]tetrahydrofuran-3,4-diol CC=1C2=C(N=CN1)N(C=C2)[C@@H]2O[C@@H]([C@H]([C@H]2O)O)[C@@H]2OCCCC1=C2C=CC(=C1)Cl